2-(2,6-dioxopiperidin-3-yl)-5-((1-(5-((5-((5-(5-methyl-5H-pyrido[4,3-b]indol-7-yl)pyridin-2-yl)oxy)pentyl)oxy)pentyl)azetidin-3-yl)oxy)isoindoline-1,3-dione O=C1NC(CCC1N1C(C2=CC=C(C=C2C1=O)OC1CN(C1)CCCCCOCCCCCOC1=NC=C(C=C1)C=1C=CC=2C3=C(N(C2C1)C)C=CN=C3)=O)=O